NCC1CC2(C1)OC(N(C2)[C@@H](C)C=2C=CC=C1C(=C(NC21)C(=O)O)C2=CNC(C=C2)=O)=O 7-((S)-1-((2S,4r)-2-(aminomethyl)-6-oxo-5-oxa-7-azaspiro[3.4]octan-7-yl)ethyl)-3-(6-oxo-1,6-dihydropyridin-3-yl)-1H-indole-2-carboxylic acid